(2R,3R,4S,5R)-2-{6-amino-2-{2-[(E)-4-morpholinobenzylidene]hydrazino}-9H-purin-9-yl}-5-(Hydroxymethyl)tetrahydrofuran-3,4-diol NC1=C2N=CN(C2=NC(=N1)N/N=C/C1=CC=C(C=C1)N1CCOCC1)[C@@H]1O[C@@H]([C@H]([C@H]1O)O)CO